C1(=CC=CC=C1)[C@@H]1N(CC[C@@H](C1)C(F)(F)F)C(=O)N[C@@H](/C=C/S(=O)(=O)C)CC(F)(F)F (2R,4S)-2-phenyl-N-((R,E)-5,5,5-trifluoro-1-(methylsulfonyl)pent-1-en-3-yl)-4-(trifluoromethyl)piperidine-1-carboxamide